Nonanylacetat C(CCCCCCCC)CC(=O)[O-]